OC=1C=C(C=CC1O)[C@H]1OC=2C(=C(C=C(C2C[C@@H]1O)O)O)[C@H]1[C@@H]([C@H](OC2=CC(=CC(=C12)O)O)C1=CC(=C(C=C1)O)O)O (2R,3S)-2-(3,4-dihydroxyphenyl)-8-[(2R,3S,4S)-2-(3,4-dihydroxyphenyl)-3,5,7-trihydroxy-3,4-dihydro-2H-chromen-4-yl]-3,4-dihydro-2H-chromen-3,5,7-triol